3-(1-methylpiperidin-4-yl)pyrrolo[3,2-b]pyridine-5-carboxamide CN1CCC(CC1)C=1C=NC=2C1NC(=CC2)C(=O)N